C1N(CC2=CC=CC=C12)C(CSC=1SC(=NN1)C)=O 1-(1,3-dihydro-2H-isoindol-2-yl)-2-[(5-methyl-1,3,4-thiadiazol-2-yl)sulfanyl]ethanone